BrC=1C=NC2=CC=NC(=C2C1)N1C[C@H](N([C@H](C1)C)C(=O)OC(C)(C)C)C tert-butyl (2R,6S)-4-(3-bromo-1,6-naphthyridin-5-yl)-2,6-dimethyl-piperazine-1-carboxylate